ClC1=CC=C(C=C1)C(C)C=1C2=C(C(N(C1)C)=O)N(C(=C2)C(=O)OCC)C2=C(C=CC=C2)C ethyl 4-(1-(4-chlorophenyl) ethyl)-6-methyl-7-oxo-1-tolyl-6,7-dihydro-1H-pyrrolo[2,3-c]pyridine-2-carboxylate